[Cl-].C(CCCCCCCCC)[N+](CC)(C)C decyl-dimethylethylammonium chloride